2-((4-((S)-2-(4-chloro-2-fluorophenyl)-2-methylbenzo[d][1,3]dioxol-4-yl)piperidin-1-yl)methyl)-3-(1-(methylsulfonyl)ethyl)-5-(5-(trifluoromethyl)-4H-1,2,4-triazol-3-yl)pyridine ClC1=CC(=C(C=C1)[C@@]1(OC2=C(O1)C=CC=C2C2CCN(CC2)CC2=NC=C(C=C2C(C)S(=O)(=O)C)C2=NN=C(N2)C(F)(F)F)C)F